4-[3-(dibenzylamino)-2-fluoro-propoxy]-2-(2,6-dioxo-3-piperidyl)isoindoline-1,3-dione C(C1=CC=CC=C1)N(CC(COC1=C2C(N(C(C2=CC=C1)=O)C1C(NC(CC1)=O)=O)=O)F)CC1=CC=CC=C1